C1CCC2=C(C=CC=C12)C1=C(C=C2C(=N1)C(=NN2CC2=CC=C(C=C2)OC)I)OC 5-(2,3-dihydro-1H-inden-4-yl)-3-iodo-6-methoxy-1-(4-methoxybenzyl)-1H-pyrazolo[4,3-b]pyridine